7-Amino-5-(3-hydroxypiperazin-1-yl)-2,3-dihydro-1,4-benzodioxine NC=1C=C(C2=C(OCCO2)C1)N1CC(NCC1)O